5-{6-[2-(2-Chloro-7-fluoro-4-methoxy-indol-1-yl)-ethylamino]-pyrimidin-4-yl}-3-ethoxy-thiophen ClC=1N(C2=C(C=CC(=C2C1)OC)F)CCNC1=CC(=NC=N1)C1=CC(=CS1)OCC